ClC=1C=C(C=CC1F)NC=1C=2C=C(NC2C=C(C1)C)S(=O)(=O)C N-(3-chloro-4-fluorophenyl)-6-methyl-2-(methylsulfonyl)-1H-indol-4-amine